methyl 3-amino-3-oxo-propionate NC(CC(=O)OC)=O